N1=C(C=CC=2N=C3COC[C@]4(N3C21)COC2=C4C=CC=C2)C2=CC(=NC=C2)OC2CCC(CC2)O (1S,4r)-4-((4-((S)-6',8'-Dihydro-2H-spiro[benzofuran-3,9'-pyrido[3',2':4,5]imidazo[2,1-c][1,4]oxazin]-2'-yl)pyridin-2-yl)oxy)cyclohexanol